[4-(1H-indol-2-ylmethyl)piperazin-1-yl]-3-[(2-methylphenyl)oxy]propan-2-ol N1C(=CC2=CC=CC=C12)CN1CCN(CC1)CC(COC1=C(C=CC=C1)C)O